2-[(E)-(1-cyano-1-methyl-ethyl)azo]-2-methyl-propionitrile C(#N)C(C)(C)\N=N\C(C#N)(C)C